NCC1=NC=C(C(=O)NC2=NC=C(C=C2)CC2=CC(=CC=C2)Cl)C=C1 6-(aminomethyl)-N-(5-(3-chlorobenzyl)pyridin-2-yl)nicotinamide